ClC1=C(OC2=CC=CC3=C2NC(=NS3(=O)=O)NCC3=CC=C(CNC(OC(C)(C)C)=O)C=C3)C=CC=C1 tert-butyl (4-(((5-(2-chlorophenoxy)-1,1-dioxido-4H-benzo[e][1,2,4]thiadiazin-3-yl)amino)methyl)benzyl)carbamate